tin-indium-lead [Pb].[In].[Sn]